C1(CCCCC1)N1C([C@H]2C3C=CC([C@H]2C1=O)C3)=O (3aR,7aS)-2-cyclohexyl-3a,4,7,7a-tetrahydro-1H-4,7-methanoisoindole-1,3(2H)-dione